2-[(3-methyl-1-phenyl-butyl)-(2,2,2-trifluoroacetyl)amino]acetic acid CC(CC(C1=CC=CC=C1)N(CC(=O)O)C(C(F)(F)F)=O)C